C(C)(=O)OC=1C=C(C=2C=CC3=C(C=C(C=4C=CC1C2C43)S(=O)(=O)O)S(=O)(=O)O)S(=O)(=O)O 8-acetoxypyrene-1,3,6-trisulfonic acid